N-(1-(3-fluoropropyl)azetidin-3-yl)pyridin-2-amine FCCCN1CC(C1)NC1=NC=CC=C1